OCC1=CC=C(C=C1)C1(C)C(C=CC=C1)S(=O)(=O)O 1-(4-(hydroxymethyl)phenyl)-2-toluenesulfonic acid